FC(C(=O)O)(F)F.NC=1C(=NC(=CN1)C1=C(C=CC(=C1)[C@@](C(F)F)(CO)O)C([2H])([2H])[2H])C(=O)N[C@@H]1[C@H](CCCC1)O 3-Amino-6-(5-((S)-1,1-difluoro-2,3-dihydroxypropan-2-yl)-2-(methyl-d3)phenyl)-N-((1S,2S)-2-hydroxycyclohexyl)pyrazine-2-carboxamide, trifluoroacetate salt